4'-dibromomethylbiphenyl BrC(C1=CC=C(C=C1)C1=CC=CC=C1)Br